C(\C=C/CCCCCC)OC(CCC(=O)OCCCCCCCN(CCCCCCCOC(CCC(OC\C=C/CCCCCC)OC\C=C/CCCCCC)=O)CCO)OC\C=C/CCCCCC ((2-hydroxyethyl)azanediyl)bis(heptane-7,1-diyl) bis(4,4-bis(((Z)-non-2-en-1-yl)oxy)butanoate)